6-((6-bromo-4-(morpholinomethyl)pyridin-2-yl)amino)spiro[3.3]heptan-2-ol BrC1=CC(=CC(=N1)NC1CC2(CC(C2)O)C1)CN1CCOCC1